5-amino-8-(2-fluoro-6-methylpyridin-4-yl)-7-phenyl-2-((2-(trimethylsilyl)ethoxy)methyl)-[1,2,4]triazolo[4,3-C]pyrimidin-3(2H)-one NC1=NC(=C(C=2N1C(N(N2)COCC[Si](C)(C)C)=O)C2=CC(=NC(=C2)C)F)C2=CC=CC=C2